5-CYANOPYRAZINE-2-BORONIC ACID C(#N)C=1N=CC(=NC1)B(O)O